CC([C@@H](C(=O)N1[C@@H]([C@H]2C([C@H]2C1)(C)C)C(=O)OC)NC1=NC=CC(=N1)C)(C)C Methyl (1R,2S,5S)-3-((S)-3,3-dimethyl-2-((4-methylpyrimidin-2-yl)amino)butanoyl)-6,6-dimethyl-3-azabicyclo[3.1.0]hexane-2-carboxylate